nitrogen N-oxide [N]=O